N[C@H]1C(N(OC1)C)=O (R)-4-amino-2-methylisoxazolidin-3-one